N-(3-bromophenyl)-N-methyl-[1,2,4]triazolo[4,3-a]quinazolin-5-amine BrC=1C=C(C=CC1)N(C1=NC=2N(C3=CC=CC=C13)C=NN2)C